(S)-2-chloro-1-(6-ethoxy-7-(4-fluorobenzyl)-2-methyl-2,3-dihydro-1H-pyrido[2,3-b][1,4]oxazin-1-yl)ethan-1-one ClCC(=O)N1C2=C(OC[C@@H]1C)N=C(C(=C2)CC2=CC=C(C=C2)F)OCC